5-methyl-4-epoxycyclohexanecarboxylate CC1C(CC2C(C1)O2)C(=O)[O-]